OC(=O)C(F)(F)F.CC=1N=C2N(C=C(N=C2C)NC(=O)C=2C(=NC(=NC2)N2CC3(C2)CCNCC3)OCC)C1 N-(2,8-dimethylimidazo[1,2-a]pyrazin-6-yl)-4-ethoxy-2-(2,7-diazaspiro[3.5]nonan-2-yl)pyrimidine-5-carboxamide TFA salt